NC1=CC2=C(OC=3C(=NC=CC3)O2)C=C1C(=O)OC methyl 8-amino-benzo[5,6][1,4]dioxino[2,3-b]pyridine-7-carboxylate